(4-(4-(aminomethyl)-1-oxo-1,2-dihydro-phthalazin-6-yl)-1-methyl-1H-pyrazol-5-yl)-4-chloro-3-fluoro-6-(1H-pyrazol-1-yl)benzonitrile NCC1=NNC(C2=CC=C(C=C12)C=1C=NN(C1C1=C(C#N)C(=CC(=C1F)Cl)N1N=CC=C1)C)=O